C(C)C=1C(NC=2C=C(C=NC2C1)CC1(CCN(CC1)C=1C=CC(=NC1)C(=O)NC)O)=O 5-(4-((7-ethyl-6-oxo-5,6-dihydro-1,5-naphthyridin-3-yl)methyl)-4-hydroxypiperidin-1-yl)-N-methylpicolinamide